FC1=C(N)C=CC(=C1COC=1C(=C2C(=NC1)N(N=C2)C2OCCCC2)OC)F 2,4-difluoro-3-([[4-methoxy-1-(oxan-2-yl)pyrazolo[3,4-b]pyridin-5-yl]oxy]methyl)aniline